(S)-3-amino-7-hydroxy-5-methyl-2,3-dihydrobenzo[b][1,4]oxazepin-4(5H)-one N[C@@H]1C(N(C2=C(OC1)C=CC(=C2)O)C)=O